1-(3-(3-(1H-imidazol-1-yl)quinoxaline-6-carbonyl)-4-fluorophenyl)-3-(3,4-difluorophenyl)urea N1(C=NC=C1)C=1C=NC2=CC=C(C=C2N1)C(=O)C=1C=C(C=CC1F)NC(=O)NC1=CC(=C(C=C1)F)F